(S)-4-((2-(3,5-dimethyl-1H-pyrazol-1-yl)ethyl)(4-(5,6,7,8-tetrahydro-1,8-naphthyridin-2-yl)butyl)amino)-2-((6-methylpyrazin-2-yl)amino)butanoic acid CC1=NN(C(=C1)C)CCN(CC[C@@H](C(=O)O)NC1=NC(=CN=C1)C)CCCCC1=NC=2NCCCC2C=C1